C(C)SC1=C(N=C(N1C)C1=CC=C(C=C1)C(F)(F)F)C(=O)O 5-(ethylthio)-1-methyl-2-[4-(trifluoromethyl)phenyl]-1H-imidazole-4-carboxylic acid